ClC=1C=C2C(CC(C2=CC1)O)(C)C 5-chloro-3,3-dimethyl-2,3-dihydro-1H-inden-1-ol